tris-Maleate C(C(CO)(CO)N)O.C(C(CO)(CO)N)O.C(=C\C(=O)O)\C(=O)O